C(C)(C)(C)C=1C=C(CCC(=O)[O-])C=C(C1O)C(C)(C)C 3,5-di-t-butyl-4-hydroxyhydrocinnamate